3-(benzyl-(t-butoxycarbonyl)amino)propionic acid C(C1=CC=CC=C1)N(CCC(=O)O)C(=O)OC(C)(C)C